isopropyl-alpha-bromoacrylate C(C)(C)OC(C(=C)Br)=O